6-[(1S,4S)-2,5-Diazabicyclo[2.2.1]heptan-2-yl]-5-methyl-N-[2-(3-methylpyridin-2-yl)-[1,3]thiazolo[5,4-c]pyridin-6-yl]pyrazin-2-amine [C@@H]12N(C[C@@H](NC1)C2)C2=C(N=CC(=N2)NC2=CC1=C(C=N2)SC(=N1)C1=NC=CC=C1C)C